OC(CS(=O)(=O)O)CNC(CO)(CO)CO 2-Hydroxy-3-[tris(hydroxy-methyl)methylamino]-1-propanesulfonic acid